((methylphenyl)sulphonamido)-1H-pyrazole-5-carboxamide CC1=C(C=CC=C1)S(=O)(=O)NN1N=CC=C1C(=O)N